7-(6-(2-hydroxypropan-2-yl)pyridin-3-yl)-1-((trans)-4-methoxycyclohexyl)-3,4-dihydro-pyrazino[2,3-B]pyrazin-2(1H)-one OC(C)(C)C1=CC=C(C=N1)C1=CN=C2C(=N1)N(C(CN2)=O)[C@@H]2CC[C@H](CC2)OC